(S)-5-(2-cyclopropyl-4'-fluoro-[1,1'-biphenyl]-4-yl)-6-methyl-3,6-dihydro-2H-1,3,4-oxadiazin-2-one C1(CC1)C1=C(C=CC(=C1)C1=NNC(O[C@H]1C)=O)C1=CC=C(C=C1)F